ClC1=NC(=CC(=N1)C(=O)NC1CCOCC1)C 2-chloro-6-methyl-N-(tetrahydro-2H-pyran-4-yl)pyrimidine-4-carboxamide